N1=C(OC(C2=C1C=CC=C2)=O)C2=CC1=CC=C(C=C1C(=C2)C2=NC1=C(C(O2)=O)C=CC=C1)C1=NC2=C(C(O1)=O)C=CC=C2 2,4,6-tris(3,1-benzoxazin-4-on-2-yl)naphthalene